3-(2-hydroxyethyl)-2,8-dioxaspiro[4.5]decan-1-one OCCC1OC(C2(C1)CCOCC2)=O